C(CCC)OC(=O)N1CCN(CC1)C(C(CP(=O)(OCC)OCC)NC(=O)OC(C)(C)C)=O 4-[2-tert-butoxycarbonylamino-3-(diethoxy-phosphoryl)-propionyl]-piperazine-1-carboxylic acid butyl ester